CC=1N=C(C=2N(C1)C=C(N2)C2=CC(=C1C=C(N=NC1=C2)C2CCN(CC2)C(=O)OC(C)(C)C)F)C tert-Butyl 4-(7-(6,8-dimethylimidazo[1,2-a]pyrazin-2-yl)-5-fluorocinnolin-3-yl)piperidine-1-carboxylate